ClC=1C=C(C#N)C=C(C1S(=O)(=O)C)C 3-chloro-5-methyl-4-(methylsulfonyl)benzonitrile